C1=NC=C(C2=CC=CC=C12)N1C(N(C[C@@H]1C#N)CC(C)(C)C)=O (R)-3-(isoquinolin-4-yl)-1-neopentyl-2-oxoimidazoline-4-carbonitrile